3-methyl-5-(2-methylsulfanylpyrimidin-4-yl)pyrazolo[1,5-a]pyrimidin-7-ol CC=1C=NN2C1N=C(C=C2O)C2=NC(=NC=C2)SC